2-(4-chlorophenoxy)-N-[1-(hydrazinocarbonyl)-3-bicyclo[1.1.1]pentanyl]acetamide ClC1=CC=C(OCC(=O)NC23CC(C2)(C3)C(=O)NN)C=C1